(2r,3s,5r)-2-(((6-(5-fluoro-4-methylpyrimidin-2-yl)bicyclo[4.1.0]hept-3-yl)oxy)methyl)-5-methyl-3-(methylsulfonyl)pyrrolidine-1-carboxylic acid methyl ester COC(=O)N1[C@@H]([C@H](C[C@H]1C)S(=O)(=O)C)COC1CC2CC2(CC1)C1=NC=C(C(=N1)C)F